FC1(CN(CC1)C1C(C(C1(C)C)C1CC12N(CCC(C2)C(=O)N)C(=O)C2=NNC(=C2)C2=CC(=NC=C2F)OC)(C)C)F ((1s,3R)-3-(3,3-difluoropyrrolidin-1-yl)-2,2,4,4-tetramethylcyclobutyl)-4-(5-(5-fluoro-2-methoxypyridin-4-yl)-1H-pyrazole-3-carbonyl)-4-azaspiro[2.5]octane-7-carboxamide